ClC=1C(=NC(=NC1)NC=1C=CC(=NC1OC)N1CCSCC1)NC=1C(=C2N=CC=NC2=CC1)P(=O)(C)C (5-((5-chloro-4-((5-(dimethylphosphoryl)quinoxalin-6-yl)amino)pyrimidin-2-yl)amino)-6-methoxypyridin-2-yl)thiomorpholine